N,N-dimethyl-5-(3-(4-(o-tolyl)piperazin-1-yl)propanoyl)indoline-1-carboxamide CN(C(=O)N1CCC2=CC(=CC=C12)C(CCN1CCN(CC1)C1=C(C=CC=C1)C)=O)C